C(C)C1=NN(C2=NC(=NC(=C21)NCC2=CC=C(C=C2)F)N2CCC(CC2)C#N)C 1-(3-ethyl-4-((4-fluorobenzyl)amino)-1-methyl-1H-pyrazolo[3,4-d]pyrimidin-6-yl)piperidine-4-carbonitrile